CN1C=CC=2C(=NC(=CC21)NC=2SC(=CN2)C)C=2C=C(C=CC2)NC(C=C)=O N-(3-(1-methyl-6-((5-methylthiazol-2-yl)amino)-1H-pyrrolo[3,2-c]pyridin-4-yl)phenyl)acrylamide